OCCCC(C(=O)O)(C)CCCO 2,2-bis(hydroxypropyl)-propionic acid